4-cyclopropyl-6-((4-(dimethylphosphoryl)-2-methoxyphenyl)amino)-1H-pyrrolo[2,3-b]pyridine-3-carbonitrile C1(CC1)C1=C2C(=NC(=C1)NC1=C(C=C(C=C1)P(=O)(C)C)OC)NC=C2C#N